P(=O)(OC=1CC(C(=CC1)O)(C(C)(C)C)C(C)(C)C)(OC=1CC(C(=CC1)O)(C(C)(C)C)C(C)(C)C)[O-] bis(3,3-di-tert-butyl-4-hydroxyphenyl) phosphate